6-chloro-N-ethoxy-4-((2-(N-methyl-sulfanylamino)-4-(trifluoromethyl)phenyl)amino)nicotinamide ClC1=NC=C(C(=O)NOCC)C(=C1)NC1=C(C=C(C=C1)C(F)(F)F)N(C)S